O=C1N(C(C2=CC=CC=C12)=O)CCCCCCCCOCC(=O)OCCCC butyl 2-[8-(1,3-dioxoisoindolin-2-yl)octoxy]acetate